(2S)-2-((5-chloro-2-((5-cyanopyridin-3-yl)methoxy)-4-((2,2'-dimethyl-4''-(pyrrolidin-2-ylmethyl)-[1,1':3',1''-terphenyl]-3-yl)methoxy)benzyl)amino)-3-hydroxy-2-methylpropanoic acid ClC=1C(=CC(=C(CN[C@](C(=O)O)(CO)C)C1)OCC=1C=NC=C(C1)C#N)OCC=1C(=C(C=CC1)C1=C(C(=CC=C1)C1=CC=C(C=C1)CC1NCCC1)C)C